2-((3-isopropylphenoxy)methyl)oxirane C(C)(C)C=1C=C(OCC2OC2)C=CC1